C(C)(C)(C)[C@@H](C(=O)N1[C@@H](C[C@H](C1)O)C(=O)NCC1=CC=C(C=C1)C1=C(N=CS1)C)NC(CCOCCOCCC(NCCC(C1=CC=CC=C1)C1=CC=CC=C1)=O)=O (2S,4R)-1-((S)-2-(tert-butyl)-4,13-dioxo-17,17-diphenyl-7,10-dioxa-3,14-diazaheptadecanoyl)-4-hydroxy-N-(4-(4-methylthiazol-5-yl)benzyl)pyrrolidine-2-carboxamide